N1N=CC(=C1)C=1C2=C(C(=NC1)NCC=1C=C(C=CC1)NC(C1=CC=C(C=C1)CN(C)C)=O)CCO2 N-(3-(((7-(1H-Pyrazol-4-yl)-2,3-dihydrofuro[3,2-c]pyridin-4-yl)amino)methyl)phenyl)-4-((dimethylamino)methyl)benzamide